O=C([C@H](O)[C@@H](O)[C@H](O)[C@H](O)CO)[O-] keto-gluconate